N1=C(N=CC=C1)CS pyrimidin-2-ylmethanethiol